L-2-deoxyglucose O=CC[C@H](O)[C@H](O)[C@H](O)CO